(((1,2,4-oxadiazol-3-yl)methyl)sulfonyl)-1-(4-(5-(chlorodifluoromethyl)-1,2,4-oxadiazol-3-yl)phenyl)ethan-1-one O1N=C(N=C1)CS(=O)(=O)CC(=O)C1=CC=C(C=C1)C1=NOC(=N1)C(F)(F)Cl